O1C(=CC=C1)C1=NN2C(=NC(=CC2=N1)NC(=O)C1CC1)C=1OC(=CC1)C N-[2-(furan-2-yl)-5-(5-methylfuran-2-yl)-[1,2,4]triazolo[1,5-c]pyrimidin-7-yl]cyclopropanecarboxamide